C(C)(=O)N1CCN(CC1)CCOC1=C(C=C(C=C1)NC(=O)C1CC1)Br N-[4-[2-(4-acetylpiperazin-1-yl)ethoxy]-3-bromophenyl]cyclopropanecarboxamide